3-(2-(5-cyclopropyl-3-(2,6-dichlorophenyl)isoxazol-4-yl)-7-azaspiro[3.5]non-1-en-7-yl)-1-methyl-1H-indazole-6-carboxylic acid C1(CC1)C1=C(C(=NO1)C1=C(C=CC=C1Cl)Cl)C1=CC2(C1)CCN(CC2)C2=NN(C1=CC(=CC=C21)C(=O)O)C